2-bromo-N-(((1S,3R)-3-(methylamino)-1-(pyridin-3-yl)cyclopentyl)methyl)-5-(trifluoromethyl)pyrazolo[1,5-a]pyrimidin-7-amine BrC1=NN2C(N=C(C=C2NC[C@@]2(C[C@@H](CC2)NC)C=2C=NC=CC2)C(F)(F)F)=C1